(R)-2-((1H-benzo[d][1,2,3]triazol-5-yl)methyl)-3-((4-chloro-1-(oxetan-3-yl)-1H-pyrazol-3-yl)methyl)isoindolin-1-one N1N=NC2=C1C=CC(=C2)CN2C(C1=CC=CC=C1[C@H]2CC2=NN(C=C2Cl)C2COC2)=O